3-methyl-1,3,5-oxadiazin CN1COC=NC1